BrC1=CC(=C(C(=C1)F)[C@H]1N([C@@H](CC2=C3C(=CC=C12)NN=C3)C)CC(C)(F)F)F (6S,8R)-6-(4-bromo-2,6-difluorophenyl)-7-(2,2-difluoropropyl)-8-methyl-6,7,8,9-tetrahydro-3H-pyrazolo[4,3-f]isoquinoline